C(C)OC(=O)C1=CNC2=C(N=CC=C2C1=O)Cl 8-chloro-4-oxo-1,4-dihydro-1,7-naphthyridine-3-carboxylic acid ethyl ester